COCC(OC1=CC=C(C=C1)B1OC(C(O1)(C)C)(C)C)C=1C=NC=CC1 3-(2-methoxy-1-(4-(4,4,5,5-tetramethyl-1,3,2-dioxaborolan-2-yl)phenoxy)ethyl)pyridine